C(C)(C)(C)OC(=O)N1CCC2(CC1)CC=CCC2 3-azaspiro[5.5]undec-8-ene-3-carboxylic acid tert-butyl ester